((1s,4s)-4-((2-Chloro-5-(5-(4,4-difluoropiperidin-1-yl)pyrazin-2-yl)pyridin-4-yl)amino)cyclohexyl)methanol ClC1=NC=C(C(=C1)NC1CCC(CC1)CO)C1=NC=C(N=C1)N1CCC(CC1)(F)F